C12CCCCC(CCC1)CC2 bicyclo[4.3.2]undecane